FC1=CC=C(C=C1)C=1C(C(=CN(N1)C(C)C)C(=O)O)=O 6-p-fluorophenyl-2-isopropyl-5-oxo-2,5-dihydropyridazine-4-carboxylic acid